N-[3-(5-methoxy-1H-indol-6-yl)-1-[[2-(trimethylsilyl)ethoxy]methyl]pyrrolo[2,3-b]pyridin-6-yl]cyclopropanecarboxamide COC=1C=C2C=CNC2=CC1C1=CN(C2=NC(=CC=C21)NC(=O)C2CC2)COCC[Si](C)(C)C